isopentenyl acetate (3-methylbutan-2-en-1-yl acetate) CC(=CCCC(=O)O)C.C(C)(=O)OCCC(=C)C